C1(=CC=CC=C1)CCCCCCCCCCCCCCCCC1=CC=CC=C1 1,16-diphenylhexadecane